[C@@H]1([C@H](O)[C@@H](O)[C@H](O)[C@H](O1)CO)OC=1C(=CC2=C(C=CC(O2)=O)C1)O 6-(beta-D-glucopyranosyloxy)-7-hydroxy-2H-1-benzopyran-2-one